2-isopropyl-methyl-2-isopropyl-1,3-dimethoxypropane C(C)(C)C(C(OC)C)(COC)C(C)C